C1(CCCCC1)C[C@H](C(=O)N1CC(C(CC1)(O)CN1C=NC(=CC1=O)C=1C=NNC1)(C)C)C 3-((1-((R)-3-cyclohexyl-2-methylpropionyl)-4-hydroxy-3,3-dimethylpiperidine-4-Yl)methyl)-6-(1H-pyrazol-4-yl)pyrimidin-4(3H)-one